2-(1-(methylsulfonyl)piperidin-4-yl)acetic acid CS(=O)(=O)N1CCC(CC1)CC(=O)O